4,8-dimethylquinoline CC1=CC=NC2=C(C=CC=C12)C